6-(trans-4-{[3-(2,4,6-Trifluorophenyl)propyl]methylamino}cyclohexyl)-3H-benzoxazol-2-one FC1=C(C(=CC(=C1)F)F)CCCN([C@@H]1CC[C@H](CC1)C1=CC2=C(NC(O2)=O)C=C1)C